CCNCCCNCCCCNCCCNCC N1,N12-Diethylspermine